N-(4-fluorophenyl)-5-phenyl-octahydrocyclopenta[c]pyrrole-2-carboxamide FC1=CC=C(C=C1)NC(=O)N1CC2C(C1)CC(C2)C2=CC=CC=C2